C(C)N1C=NC2=C1N=NC=C2C2=CC(=C(C=C2)F)C=2C(=CC=1N(C2)C=C(N1)C)OC 7-ethyl-4-(4-fluoro-3-(7-methoxy-2-methylimidazo[1,2-a]pyridin-6-yl)phenyl)-7H-imidazo[4,5-c]pyridazine